ClC=1C(=CC2=CN(N=C2C1)C)NC(=N)NCC1=C(C=C(C(=C1)F)F)F (6-chloro-2-methyl-2H-indazol-5-yl)-3-(2,4,5-trifluorobenzyl)guanidine